O1N=C(C2=C1C=CC=C2)C2CCN(CC2)CCN2C(C=1N(CC2)N=CC1C)=O 5-[2-(4-benzo[d]isoxazol-3-yl-piperidin-1-yl)-ethyl]-3-methyl-6,7-dihydro-5H-pyrazolo[1,5-a]pyrazin-4-one